NC=1C2=C(N=CN1)N(C=C2I)C(C#N)C 2-{4-amino-5-iodo-7H-pyrrolo[2,3-d]pyrimidin-7-yl}propanenitrile